O=C1C2=C(C=NN1)N(C=C2)CCOCCC(=O)O 3-(2-(4-oxo-4,5-dihydro-1H-pyrrolo[2,3-d]pyridazin-1-yl)ethoxy)propanoic acid